2-(3,4-dichlorophenyl)-1-[4-(isoxazol-3-ylmethyl)-8-pyrrolidin-1-yl-3,4a,5,7,8,8a-hexahydro-2H-pyrano[3,4-b]pyrazin-1-yl]ethanone ClC=1C=C(C=CC1Cl)CC(=O)N1C2C(N(CC1)CC1=NOC=C1)COCC2N2CCCC2